NC1=NC=CC(=C1)OCC(C)(O)C 1-[(2-aminopyridin-4-yl)oxy]-2-methylpropan-2-ol